FC1=CC=C(C=N1)OC1CC(C1)C(=O)NC1=CC(=C(C=C1)OC=1SC=CN1)C 3-((6-fluoropyridin-3-yl)oxy)-N-(3-methyl-4-(thiazol-2-yloxy)phenyl)cyclobutane-1-carboxamide